COC=1C=C(C=CC1OC)C=1N=C2N(C(C1)=O)C=C(C=N2)C=2CCNCC2 2-(3,4-Dimethoxyphenyl)-7-(1,2,3,6-tetrahydropyridin-4-yl)-4H-pyrimido[1,2-a]pyrimidin-4-one